(M)-6-Chloro-4-[(2S,5R)-2,5-dimethyl-4-prop-2-enoyl-piperazin-1-yl]-7-(2,5-dimethyl-3-thienyl)-1-(2-isopropyl-4-methyl-3-pyridyl)pyrido[2,3-d]pyrimidin-2-one ClC1=CC2=C(N(C(N=C2N2[C@H](CN([C@@H](C2)C)C(C=C)=O)C)=O)C=2C(=NC=CC2C)C(C)C)N=C1C1=C(SC(=C1)C)C